O=C1C[C@H]2[C@@H]3CC[C@H]([C@@H](CCCC(C)C)C)[C@]3(CC[C@@H]2[C@]2(CC[C@@H](C[C@]12O)O)C)C 6-oxocholestane-3β,5α-diol